N-(5-cyclobutyl-1H-pyrazol-3-yl)-2-(4-((1-((2-(2,6-dioxopiperidin-3-yl)-1,3-dioxoisoindolin-4-yl)amino)-10-oxo-3,6,12,15,18-pentaoxa-9-azaicosan-20-yl)oxy)phenyl)acetamide C1(CCC1)C1=CC(=NN1)NC(CC1=CC=C(C=C1)OCCOCCOCCOCC(NCCOCCOCCNC1=C2C(N(C(C2=CC=C1)=O)C1C(NC(CC1)=O)=O)=O)=O)=O